ClC12C=CC(C=C1)C2 1-chloro-2,5-norbornadiene